(R)-2-(3-(5-(hydroxy(4-isopropylphenyl)(3-methyl-1-(methyl-d)azetidin-3-yl)methyl)pyridin-3-yl)-1,2,4-oxadiazol-5-yl)propan-2-ol O[C@@](C=1C=C(C=NC1)C1=NOC(=N1)C(C)(C)O)(C1(CN(C1)C[2H])C)C1=CC=C(C=C1)C(C)C